C(C=1C(N)=CC=CC1)(=O)SCCNC(CCNC([C@@H](C(COP(OP(OC[C@@H]1[C@H]([C@H]([C@@H](O1)N1C=NC=2C(N)=NC=NC12)O)OP(=O)(O)O)(=O)O)(=O)O)(C)C)O)=O)=O anthranilyl-CoA